1-ethyl-N-((7-fluoro-5-(1-(5-fluoro-2-oxo-1,2-dihydropyridin-3-yl)-2-methoxyethyl)benzo[d]oxazol-2-yl)(4-fluorocyclohexyl)methyl)-1H-pyrazole-5-carboxamide C(C)N1N=CC=C1C(=O)NC(C1CCC(CC1)F)C=1OC2=C(N1)C=C(C=C2F)C(COC)C=2C(NC=C(C2)F)=O